tert-butyl 1-(hydroxymethyl)-3-triphenylmethyl-3,8-diazabicyclo[3.2.1]octan-8-carboxylate OCC12CN(CC(CC1)N2C(=O)OC(C)(C)C)C(C2=CC=CC=C2)(C2=CC=CC=C2)C2=CC=CC=C2